C(CCCCC(C)C)OC(C(CCC(=O)OCCCCCC(C)C)CC1=CC(=C(C(=C1)C(C)(C)C)O)C(C)(C)C)=O diisooctyl-α-(3,5-di-tert-butyl-4-hydroxybenzyl)glutarate